(5-(p-toluenesulfonyl)oxy-5H-thiophen-2-ylidene)phenylacetonitrile CC1=CC=C(C=C1)S(=O)(=O)OC1C=CC(S1)=C(C#N)C1=CC=CC=C1